C1(CC1)C1=NN(C=N1)C1CC2(CN(C2)C(=O)N2CCC(CC2)CC2=C(C=CC=C2)S(=O)(=O)N)C1 [1-[6-(3-cyclopropyl-1,2,4-triazol-1-yl)-2-azaspiro[3.3]heptane-2-carbonyl]-4-piperidyl]methyl-benzenesulfonamide